OCCOC1=CC=C(C=N1)CN1C(C2=CC=C(C=C2C=N1)S(=O)(=O)C1=CC=CC=C1)=O 2-((6-(2-hydroxyethoxy)pyridin-3-yl)methyl)-6-(phenylsulfonyl)phthalazin-1(2H)-one